BrC1=C(C(=O)N2CCN(CC2)C(=O)OC(C)(C)C)C(=CC(=N1)Cl)C Tert-Butyl 4-(2-Bromo-6-Chloro-4-Methylnicotinoyl)Piperazine-1-Carboxylate